FC1=CC=C(C=C1)[C@@H]([C@H]1[C@@H]2N(C(C=3N1N=CC(C3O)=O)=O)CCC2)C2=CC=C(C=C2)OC(F)(F)F (9aR,10S)-10-((S)-(4-Fluorophenyl)(4-(trifluoromethoxy)phenyl)methyl)-4-hydroxy-8,9,9a,10-tetrahydro-7H-pyrrolo[1',2':4,5]pyrazino[1,2-b]pyridazin-3,5-dion